CC1CC(=CC(C1)=O)C1=C(C=NC=C1)[N+](=O)[O-] 5-methyl-3-(3-nitropyridin-4-yl)cyclohex-2-enone